3-[4-(HYDROXYMETHYL)PIPERIDIN-1-YL]PROPANAL OCC1CCN(CC1)CCC=O